(3Z)-1-chloro-12,12-dipentyloxy-3-dodecene ClCC\C=C/CCCCCCCC(OCCCCC)OCCCCC